5-fluoro-2-methoxybenzamide trifluoroacetic acid salt FC(C(=O)O)(F)F.FC=1C=CC(=C(C(=O)N)C1)OC